ClC1=C2C(=NC(=C1)OC=1C(=CC(=NC1)C#N)C)N(C=N2)C 5-(7-chloro-3-methyl-3H-imidazo[4,5-b]pyridin-5-yloxy)-4-methyl-pyridine-2-carbonitrile